ClC=1C=C(CNC(C(C)(C=2N=NC=CC2)C)=O)C=C(C1C1C(NC(CC1)=O)=O)Cl N-(3,5-dichloro-4-(2,6-dioxopiperidin-3-yl)benzyl)-2-methyl-2-(pyridazin-3-yl)propanamide